N[C@@H](C)C(=O)OCCCCCCCCCCCCCCCC.[Na] sodium hexadecyl alaninate